N-[3-(7-{[(3S,4R)-3-fluoro-1-methylpiperidin-4-yl]amino}-3-(2,2,2-trifluoroethyl)pyrazolo[1,5-a]pyridin-2-yl)prop-2-yn-1-yl]-1-(1-methylcyclopropyl)-1H-pyrazole-4-carboxamide F[C@H]1CN(CC[C@H]1NC1=CC=CC=2N1N=C(C2CC(F)(F)F)C#CCNC(=O)C=2C=NN(C2)C2(CC2)C)C